COC(\C=C\C)=O.C(C)(=O)N(C(C)=O)C1=NC=C(C=C1Br)[N+](=O)[O-] N-acetyl-N-(3-bromo-5-nitropyridin-2-yl)acetamide (E)-methylbut-2-enoate